tert-butyl (3S)-3-[4-[(1S)-1-(3-chloro-2-fluoro-phenyl)ethoxy]pyrido[3,2-d]pyrimidin-6-yl]oxypyrrolidine-1-carboxylate ClC=1C(=C(C=CC1)[C@H](C)OC=1C2=C(N=CN1)C=CC(=N2)O[C@@H]2CN(CC2)C(=O)OC(C)(C)C)F